C(C)C(CC(F)(F)F)C(CC(C(CC(F)(F)F)CC)=O)=O 3,7-diethyl-1,1,1,9,9,9-hexafluorononane-4,6-dione